1-butyl-3-methylimidazole cobalt tetrachloride salt [Co](Cl)(Cl)(Cl)Cl.C(CCC)N1CN(C=C1)C